N4-cyclopropyl-N2-(2-methoxy-4-(methylsulfonyl)phenyl)-7H-pyrrolo[2,3-d]pyrimidine-2,4-diamine C1(CC1)NC=1C2=C(N=C(N1)NC1=C(C=C(C=C1)S(=O)(=O)C)OC)NC=C2